cis-5-(2-(3-chloro-4-fluoro-5-((S)-3-methoxypyrrolidin-1-yl)phenyl)cyclopropyl)-2,2'-bipyrimidine ClC=1C=C(C=C(C1F)N1C[C@H](CC1)OC)[C@@H]1[C@@H](C1)C=1C=NC(=NC1)C1=NC=CC=N1